((1H-Imidazol-1-yl)methyl)-5-(1-ethyl-3-(trifluoromethyl)-1H-pyrazol-4-yl)-2-(6-methoxy-2-methylquinolin-4-yl)-3,4-dihydroisoquinolin-1(2H)-one N1(C=NC=C1)CC1N(C(C2=CC=CC(=C2C1)C=1C(=NN(C1)CC)C(F)(F)F)=O)C1=CC(=NC2=CC=C(C=C12)OC)C